C(N)(=O)C1=CC=C(C=C1)NC(=O)C1=NC2=CC=CC=C2N=C1OC1=C(C=C(C=C1)F)OC N-(4-carbamoylphenyl)-3-(4-fluoro-2-methoxyphenoxy)quinoxaline-2-carboxamide